(3aR,7R,7aR)-7-hydroxy-2,2-dimethyl-5,6,7,7a-tetrahydro-3aH-[1,3]dioxolo[4,5-c]pyridin-4-one O[C@H]1[C@@H]2[C@H](C(NC1)=O)OC(O2)(C)C